CC1(CNC(C2=CC=C(C=C12)C1=CNC2=NC=C(C=C21)N2CCN(CC2)C)=O)C 4,4-dimethyl-6-(5-(4-methylpiperazin-1-yl)-1H-pyrrolo[2,3-b]pyridin-3-yl)-3,4-dihydroisoquinolin-1(2H)-one